N-(tert-butoxycarbonyl)-O-(cyclopropylmethyl)-L-threonine methyl ester COC([C@@H](NC(=O)OC(C)(C)C)[C@H](OCC1CC1)C)=O